(4-((5-bromopentyl)oxy)-5-methoxy-2-nitrophenyl)methanone BrCCCCCOC1=CC(=C(C=C1OC)C=O)[N+](=O)[O-]